(3-(Formyl-d)-1-methyl-1H-indol-6-yl)methyl 2-(1-(4-chlorobenzoyl)-5-methoxy-2-methyl-1H-indol-3-yl)acetate ClC1=CC=C(C(=O)N2C(=C(C3=CC(=CC=C23)OC)CC(=O)OCC2=CC=C3C(=CN(C3=C2)C)C(=O)[2H])C)C=C1